triethyl-epsilone-(epsilone)-caprolactone C(C)C1C(C(=O)OCCC1)(CC)CC